(R)-4-(3-(3-aminopiperidine-1-carbonyl)-1-(2-chloro-4-cyclopropylphenyl)-1H-pyrazole-5-yl)-2-fluorobenzonitrile N[C@H]1CN(CCC1)C(=O)C1=NN(C(=C1)C1=CC(=C(C#N)C=C1)F)C1=C(C=C(C=C1)C1CC1)Cl